C(=C)C1=CC=C(C=C1)P(C1=CC=C(C=C1)C=C)C1=CC=C(C=C1)C=C tris(4-vinylphenyl)phosphine